N1=CN=C(C=C1)CN1C(CCC1)C(=O)NC(C(=O)O)CCCCCCCC1=NC=2NCCCC2C=C1 2-(1-(pyrimidin-4-ylmethyl)pyrrolidine-2-carboxamido)-9-(5,6,7,8-tetrahydro-1,8-naphthyridin-2-yl)nonanoic acid